The molecule is an amino dicarboxylic acid that is 4-aminohepta-2,4-dienoic acid which is substituted at position 6 by an oxo group [the (2Z,4E) isomer]. It is an amino dicarboxylic acid, an enamine and an oxo dicarboxylic acid. It is a conjugate acid of a (2Z,4E)-4-amino-6-oxohepta-2,4-dienedioate. C(=C\\C(=O)O)\\C(=C/C(=O)C(=O)O)\\N